C[C@@H]1N(CCC[C@@H]1C(=O)OCC)C=1C=NN(C1)C cis-ethyl 2-methyl-1-(1-methyl-1H-pyrazol-4-yl)piperidine-3-carboxylate